CN1CCCC[C@H]1C Methyl-(3S,6R)-6-methylpiperidine